tert-butyl (2S,3R)-2-((2-allyl-5-methylphenyl)carbamoyl)-3-hydroxypyrrolidine-1-carboxylate C(C=C)C1=C(C=C(C=C1)C)NC(=O)[C@H]1N(CC[C@H]1O)C(=O)OC(C)(C)C